5-chloro-2-[4-cyclopropyl-7-[(3R)-1-methyl-3-piperidyl]imidazo[4,5-c]pyridazin-3-yl]phenol ClC=1C=CC(=C(C1)O)C1=C(C2=C(N=N1)N(C=N2)[C@H]2CN(CCC2)C)C2CC2